methyl 2-hydroxy-3-(1-(4-methoxybenzyl)-1H-pyrazol-3-yl)propanoate OC(C(=O)OC)CC1=NN(C=C1)CC1=CC=C(C=C1)OC